1-(Benzyloxy)-4-(difluoromethyl)-2-nitrobenzene C(C1=CC=CC=C1)OC1=C(C=C(C=C1)C(F)F)[N+](=O)[O-]